1-(methylamino)isoquinolin CNC1=NC=CC2=CC=CC=C12